BrC1=C(C=C(C2=C1N=NS2)Br)F 4,7-dibromo-5-fluoro-benzothiadiazole